N[C@H](C(=O)[O-])COC(C)(C)C (2S)-2-amino-3-tert-butoxy-propanoate